C(CCC)(=O)[O-].[Nd+3].C(CCC)(=O)[O-].C(CCC)(=O)[O-] Neodymium n-butyrate